2-oxo-6-(prop-1-yn-1-yl)-1,2-dihydropyridine-3-carboxylic acid O=C1NC(=CC=C1C(=O)O)C#CC